NCC=1C=C(C=C(C1)F)C1=NN=C(S1)N (3-(aminomethyl)-5-fluorophenyl)-1,3,4-thiadiazol-2-amine